(7-(methoxymethyl)-6-azabicyclo[3.1.1]heptan-6-yl)(pyridin-2-yl)methanone COCC1C2CCCC1N2C(=O)C2=NC=CC=C2